propenyl disulphide C(=CC)SSC=CC